C(C1=CC=CC=C1)OC1=CC=NC(=C1C1=CC(=C(C=C1)OC)O)C1=CC(=C(C=C1)C#N)F 4-(benzyloxy)-6-(4-cyano-3-fluorophenyl)-5-(3-hydroxy-4-methoxyphenyl)pyridine